C(CCC=CCC=CCC=CCC=CCC=CCC=CCC)(=O)OC(COC(C(CS)NC(C)=O)=O)COCCCCCCCCCCCCCCCC 1-(2-acetamido-3-mercaptopropanoyloxy)-3-(hexadecyloxy)propan-2-yl docosa-4,7,10,13,16,19-hexaenoate